(3S,4S)-3-aminotetralin N[C@H]1CCC2=CC=CC=C2C1